CC1=CC=CC(=N1)C(=O)OCCCN1N=C(C=2C(NCC3(CCOCC3)CC21)=O)CC 3-(3-ethyl-4-oxo-spiro[6,8-dihydro-5H-pyrazolo[4,3-c]azepine-7,4'-tetrahydropyran]-1-yl)propyl 6-methylpyridine-2-carboxylate